5-bromo-N-(tert-butyl)-4-(3-methylfuran-2-yl)pyrimidin-2-amine BrC=1C(=NC(=NC1)NC(C)(C)C)C=1OC=CC1C